FC1=CC=C(C(=O)N2[C@@H](C=3N(CC2)C(=NC3NC(C3=CC=NC=C3)=O)C3=NC(=NS3)C)C)C=C1 (R)-N-(7-(4-Fluorobenzoyl)-8-methyl-3-(3-methyl-1,2,4-thiadiazol-5-yl)-5,6,7,8-Tetrahydroimidazo[1,5-a]pyrazin-1-yl)isonicotinamide